C(C)(C)(C)OC(=O)N1CCC(CC1)S(=O)(=O)C1=CC(=C(C=C1)OC)Br 4-(3-Bromo-4-methoxy-phenyl)sulfonylpiperidine-1-carboxylic acid tert-butyl ester